S=C1N(CC2=CC=C(C=C12)CN1CCC(CC1)C1=CC(=CC=C1)C(F)(F)F)C1C(NC(CC1)=O)=O 3-(1-thioxo-6-((4-(3-(trifluoromethyl)phenyl)piperidin-1-yl)methyl)isoindolin-2-yl)piperidine-2,6-dione